ClC1=NC(=CC=C1C(=O)NS(=O)(=O)C1=NC(=CC=C1)NCCCC1CNC(C1)(C)C)N1N=C(C=C1)OCCC1(CC1)C(F)(F)F 2-chloro-N-[[6-[3-(5,5-dimethylpyrrolidin-3-yl)propylamino]-2-pyridyl]sulfonyl]-6-[3-[2-[1-(trifluoromethyl)cyclopropyl]ethoxy]pyrazol-1-yl]pyridine-3-carboxamide